5-amino-2-butyl-6-(3-methoxy-2,6-dimethylphenyl)-3-(trifluoromethyl)-2,6-dihydropyrrolo[2,3-c]pyrazole-4-carboxamide NC1=C(C=2C(=NN(C2C(F)(F)F)CCCC)N1C1=C(C(=CC=C1C)OC)C)C(=O)N